ClC(COC(NC1=CC(=NN1C=1C=C2C=CC=NC2=CC1)C(C)(C)C)=O)(Cl)Cl (3-(tert-butyl)-1-(quinolin-6-yl)-1H-pyrazol-5-yl)carbamic acid 2,2,2-trichloroethyl ester